N-(1-Cyanocyclopropyl)-9-(5-(difluoromethyl)-1,3,4-thiadiazol-2-yl)-4-(1-isobutyrylpiperidin-4-yl)-9H-pyrimido[4,5-b]indole-7-sulfonamide C(#N)C1(CC1)NS(=O)(=O)C1=CC=C2C3=C(N(C2=C1)C=1SC(=NN1)C(F)F)N=CN=C3C3CCN(CC3)C(C(C)C)=O